ClC[C@@H]1[C@H]([C@H]([C@@H](O1)N1C2=NC=NC(=C2N=C1)NCCC(=O)O)O)O 3-((9-((2R,3R,4S,5S)-5-(chloromethyl)-3,4-dihydroxytetrahydrofuran-2-yl)-9H-purin-6-yl)amino)propanoic acid